[(1s)-1-[2-(3-cyano-5-methyl-pyrazol-1-yl)-6-[5-[(6-methylpyridazin-3-yl)amino]benzimidazol-1-yl]-3-pyridyl]ethyl] methyl carbonate C(O[C@@H](C)C=1C(=NC(=CC1)N1C=NC2=C1C=CC(=C2)NC=2N=NC(=CC2)C)N2N=C(C=C2C)C#N)(OC)=O